N1CC(CCC1)C1=C(CN2C(NC(C3=C2C=CN3)=O)=S)C=CC=C1 1-(2-(Piperidin-3-yl)benzyl)-2-thioxo-1,2,3,5-tetrahydro-4H-pyrrolo[3,2-d]pyrimidin-4-one